O=C1NC(CCC1N1C(C2=CC=CC=C2C1=O)=O)=O (2,6-dioxo-3-piperidyl)isoindoline-1,3-dione